cyclopropyl-2-ethyl-5-(methoxycarbonyl)benzoic acid C1(CC1)C=1C(=C(C(=O)O)C=C(C1)C(=O)OC)CC